1,3-dimethyl-5-((2-methyl-4-(4-methylpiperidin-1-yl)phenyl)amino)-1,3-dihydro-2H-benzo[d]imidazol-2-one CN1C(N(C2=C1C=CC(=C2)NC2=C(C=C(C=C2)N2CCC(CC2)C)C)C)=O